5-Sulfotetramethylindole S(=O)(=O)(O)C=1C(=C2C(=C(NC2=CC1C)C)C)C